1-(tert-Butoxycarbonyl)azepane-2-carboxylic acid C(C)(C)(C)OC(=O)N1C(CCCCC1)C(=O)O